Cl.FC(C1=CC=C(C=C1)C1=CC=C(C=C1)C(=O)N)(F)F 4'-(trifluoromethyl)-[1,1'-biphenyl]-4-carboxamide hydrochloride